C1(CCCC1)C1=C(C=C(C=C1O)CCCCC)O 2-Cyclopentyl-5-pentylbenzene-1,3-diol